4-(4-(6-hydroxy-4-oxo-4H-chromen-2-yl)phenoxy)benzonitrile OC=1C=C2C(C=C(OC2=CC1)C1=CC=C(OC2=CC=C(C#N)C=C2)C=C1)=O